lithium (R)-4-((1-(3-(difluoromethyl)-2-fluorophenyl)ethyl)amino)-7-hydrazinyl-2-methylpyrido[2,3-d]pyrimidine-6-carboxylate FC(C=1C(=C(C=CC1)[C@@H](C)NC=1C2=C(N=C(N1)C)N=C(C(=C2)C(=O)[O-])NN)F)F.[Li+]